FC1(CC(C1)OC1=CC(=NC=C1)CNC(=O)C=1SC(=NN1)CCCCC=1SC(=NN1)C(NCC1=NC=CC=C1)=O)F N-((4-(3,3-difluorocyclobutyloxy)pyridin-2-yl)methyl)-5-(4-(5-((pyridin-2-ylmethyl)carbamoyl)-1,3,4-thiadiazol-2-yl)butyl)-1,3,4-thiadiazole-2-carboxamide